N-acetyl-3-phenyl-4,4-dimethyl-5-trifluoromethyl-tetrahydropyridazine C(C)(=O)N1NC(C(C(C1)C(F)(F)F)(C)C)C1=CC=CC=C1